4-(2-fluoro-5-nitro-phenyl)-2-methyl-isoquinolin-1-one FC1=C(C=C(C=C1)[N+](=O)[O-])C1=CN(C(C2=CC=CC=C12)=O)C